C(CCC)(=O)O.O=C([C@H](O)[C@@H](O)[C@H](O)[C@H](O)CO)O.O=C([C@H](O)[C@@H](O)[C@H](O)[C@H](O)CO)O digluconic acid butyrate